2-(oxazol-2-ylamino)acetohydrazide O1C(=NC=C1)NCC(=O)NN